2,6-difluoro-5-(5-methyl-4,6-diphenylpyrimidin-2-yl)-[1,1'-biphenyl] FC1=C(C(=C(C=C1)C1=NC(=C(C(=N1)C1=CC=CC=C1)C)C1=CC=CC=C1)F)C1=CC=CC=C1